CC(C)(C)OC(=O)NC1CCC(CC1)N 1-N-boc-cis-1,4-cyclohexyldiamine